C(C)(C)CC1=CC=C(C=C1)S(=O)(=O)O isopropyl-(p-toluenesulfonic acid)